Cl.N[C@H](CC(=O)OCC)C1CC1 ethyl (R)-3-amino-3-cyclopropylpropanoate hydrochloride